3-methoxy-N-[4-(5-phenyl-1,3,4-oxadiazol-2-yl)phenyl]propanamide COCCC(=O)NC1=CC=C(C=C1)C=1OC(=NN1)C1=CC=CC=C1